IC1=CN(C2=CC=C(C=C2C1=O)NC(=O)CC(=O)C1CC1)C 3-iodo-1-methyl-6-(2-cyclopropyl-2-oxoethyl)formylaminoquinolin-4(1H)-one